OC(CO)C1=CC=C(C=C1)NC1=NC=C(C(=N1)NCC=1C(=NC=CN1)N(S(=O)(=O)C)C)C(F)(F)F N-[3-({[2-{[4-(1,2-dihydroxyethyl)phenyl]amino}-5-(trifluoromethyl)pyrimidin-4-yl]amino}methyl)pyrazin-2-yl]-N-methylmethane-sulfonamide